1-(2-butoxy) ethyl dithiomalate C(C(S)CC(=O)[O-])(=O)OOC(C)CC.C(C(S)CC(=O)[O-])(=O)OCC